(R)-4-(3-(3-(benzyloxy)butoxy)propyl)-2-bromothiazole C(C1=CC=CC=C1)O[C@@H](CCOCCCC=1N=C(SC1)Br)C